C1(CCCC1)NS(=O)(=O)C1=CC2=C(N=C(S2)C=2CCN(CC2)C(=O)OC(C)(C)C)C=C1 tert-butyl 4-(6-(N-cyclopentylsulfamoyl)benzo[d]thiazol-2-yl)-3,6-dihydropyridine-1(2H)-carboxylate